4-(7-(3,6-dihydro-2H-pyran-4-yl)-2-(3-(4-methoxyphenyl)-1H-pyrazol-1-yl)pyrido[3,2-d]pyrimidin-4-yl)morpholine O1CCC(=CC1)C1=CC=2N=C(N=C(C2N=C1)N1CCOCC1)N1N=C(C=C1)C1=CC=C(C=C1)OC